C(C)OC(=O)[C@@H]1O[C@]([C@H]([C@H]1C1=C(C(=C(C=C1)F)F)SC)C)(C(F)(F)F)C |r| rac-(2r,3s,4s,5r)-3-(3,4-difluoro-2-(methylsulfanyl)phenyl)-4,5-dimethyl-5-(trifluoromethyl)tetrahydrofuran-2-carboxylic acid ethyl ester